ClC=1C=CC2=C([C@@H](C[C@H](O2)C(=O)NC23CC(C2)(C3)C3=NOC(=C3)C=3C=NC(=CC3)C(F)(F)F)O)C1 (2S,4R)-6-chloro-4-hydroxy-N-(3-{5-[6-(trifluoromethyl)pyridin-3-yl]-1,2-oxazol-3-yl}bicyclo[1.1.1]pentan-1-yl)-3,4-dihydro-2H-1-benzopyran-2-carboxamide